CC1=CC=2N(C=C1C=1C=NC=3CCN=CC3C1)C=CN2 3-(7-methylimidazo[1,2-a]pyridin-6-yl)-7,8-dihydro-1,6-naphthyridin